(Z)-2-(6-methoxy-2-oxoindolin-3-ylidene)-N-(3-(trifluoromethyl)phenyl)hydrazinecarbothioamide COC1=CC=C2/C(/C(NC2=C1)=O)=N/NC(NC1=CC(=CC=C1)C(F)(F)F)=S